C1(=CC=CC=C1)C1=NN=NN1 5-Phenyl-1H-Tetrazole